(E)-8-(4-(dimethylamino)but-2-enoyl)-3-(6-methylpyridin-2-yl)-3,8-diazabicyclo[3.2.1]octan-2-one CN(C/C=C/C(=O)N1C2C(N(CC1CC2)C2=NC(=CC=C2)C)=O)C